methyl pentenoate (methyl pentanate) CC(C(=O)O)CCC.C(C=CCC)(=O)OC